2-quinolineacetamide N1=C(C=CC2=CC=CC=C12)CC(=O)N